(1s,4s)-4-(3-amino-3-methylbutyl)cyclohexane-1-carboxylic acid NC(CCC1CCC(CC1)C(=O)O)(C)C